C(C1=CC=CC=C1)(=O)N\N=C(/C)\C=1SC(=CN1)C(=O)NC1=NC=C(C(=C1)C(F)(F)F)Cl (E)-2-(1-(2-benzoylhydrazono)ethyl)-N-(5-chloro-4-(trifluoromethyl)pyridin-2-yl)-1,3-thiazole-5-carboxamide